O=C1NC(CCC1C1=NN(C2=CC(=CC=C12)C=1C(=NN(C1C)CC(=O)O)C)C)=O 2-[4-[3-(2,6-dioxo-3-piperidyl)-1-methyl-indazol-6-yl]-3,5-dimethyl-pyrazol-1-yl]acetic acid